(R)-5-(6-cyclopropyl-1H-pyrrolo[2,3-b]pyridin-3-yl)-N-(1,1,1-trifluoropropan-2-yl)pyrazolo[1,5-a]pyridine-3-carboxamide C1(CC1)C1=CC=C2C(=N1)NC=C2C2=CC=1N(C=C2)N=CC1C(=O)N[C@@H](C(F)(F)F)C